COC1=C(C=CC=C1C1=NN(C=N1)C)NC1=NC(=NC=C1C(=O)OCC)NC1=NC=CC(=C1)C Ethyl 4-{[2-methoxy-3-(1-methyl-1H-1,2,4-triazol-3-yl)phenyl]amino}-2-[(4-methylpyridin-2-yl)amino]pyrimidine-5-carboxylate